(2R,4R)-4-({[(5S)-3-(3,5-difluorophenyl)-5-vinyl-4,5-dihydroisoxazol-5-yl]carbonyl}amino)tetrahydrofuran-2-carboxylic acid methyl ester COC(=O)[C@@H]1OC[C@@H](C1)NC(=O)[C@]1(CC(=NO1)C1=CC(=CC(=C1)F)F)C=C